N1CC[PH3]CC1 1,4lambda5-azaphosphinan